C1CC12CN(CC2)C(=O)OC2=C(C=C(C=C2)C2=C(N(C=1N=CN=C(C12)N)C)C1=CC=C(C=C1)NC(C(=C)C1CC1)=O)F 4-(4-amino-6-(4-(2-cyclopropylacrylamido)phenyl)-7-methyl-7H-pyrrolo[2,3-d]pyrimidin-5-yl)-2-fluorophenyl 5-azaspiro[2.4]heptane-5-carboxylate